3-Hydroxyoctadecadienoic acid CCCCCCCCCCCCCC=CC(=CC(=O)O)O